[C@H]1([C@H](O)[C@@H](O)[C@H](O)[C@H](O1)CO)OC[C@H]([C@H]([C@@H]([C@@H](CO)O)O)O)O 6-O-α-D-glucopyranosyl-D-mannitol